[C@@H]1([C@H](C1)C(=O)OC)C(=O)OC dimethyl cis-1,2-cyclopropanedicarboxylate